(S)-6-(2-(((3S,7aS)-3-(((tert-butyldiphenylsilyl)oxy)methyl)tetrahydro-1H-pyrrolizin-7a(5H)-yl)methoxy)-7-chloro-8-fluoropyrido[4,3-d]pyrimidin-4-yl)-1-oxa-6-azaspiro[3.5]nonane [Si](C1=CC=CC=C1)(C1=CC=CC=C1)(C(C)(C)C)OC[C@@H]1CC[C@@]2(CCCN12)COC=1N=C(C2=C(N1)C(=C(N=C2)Cl)F)N2C[C@@]1(CCO1)CCC2